CN1C(NC2=C1C=C(C=C2)OCC(=O)OC(C)(C)C)=O tert-butyl 2-((3-methyl-2-oxo-2,3-dihydro-1H-benzo[d]imidazol-5-yl)oxy)acetate